N-((5-chloro-4-(((ethyl(methyl)amino)methylene)amino)-2-methylphenyl)(ethyl)(oxo)-λ6-sulfaneylidene)-4-(difluoromethyl)-1-methyl-1H-pyrazole-3-carboxamide ClC=1C(=CC(=C(C1)S(=NC(=O)C1=NN(C=C1C(F)F)C)(=O)CC)C)N=CN(C)CC